C(C1=CC=CC=C1)OC1=C2C=C(N(C2=C(C=C1F)F)C1=CC=C(C=C1)F)C1CCOCC1 4-benzyloxy-5,7-difluoro-1-(4-fluorophenyl)-2-tetrahydropyran-4-yl-indole